COC(C1=C(C(=CC(=C1)[C@](CC)(C1CCOCC1)O)F)C(C1=CC=C(C=C1)Cl)=O)=O (S)-2-(4-chlorobenzoyl)-3-fluoro-5-(1-hydroxy-1-(tetrahydro-2H-pyran-4-yl)propyl)benzoic acid methyl ester